C(C)(C)(C)OC(NCCOCC(=O)C1=C(C=CC(=C1)Cl)COCC=C)=O (2-(2-(2-((allyloxy)methyl)-5-chlorophenyl)-2-oxoethoxy)ethyl)carbamic acid tert-butyl ester